2-phenyl-N-{5-[(3R)-pyrrolidin-3-yloxy]-1,3,4-thiadiazol-2-yl}acetamide C1(=CC=CC=C1)CC(=O)NC=1SC(=NN1)O[C@H]1CNCC1